C(#C)C1=C2C(=CN=CC2=CC=C1F)C1=C(C=2N=C(N=C(C2C=N1)N(C[C@@H]1NCCC1)C)N1CCOCC1)F (R)-7-(5-ethynyl-6-fluoroisoquinolin-4-yl)-8-fluoro-N-methyl-2-morpholino-N-(pyrrolidin-2-ylmethyl)pyrido[4,3-d]pyrimidin-4-amine